CS(=O)(C)=NC=1C=C(C(=O)N[C@H](C(NC=2C=NN(C2)C2CCOCC2)=O)[C@@H]2CC[C@H](CC2)C)C=CC1 3-{[Dimethyl(oxo)-λ6-sulfanylidene]amino}-N-[(1S)-1-(trans-4-methylcyclohexyl)-2-oxo-2-{[1-(tetrahydro-pyran-4-yl)pyrazol-4-yl]amino}ethyl]benzamide